CC=1C=C(C=CC1)[C@@]1(CCOC2(CCCC2)C1)CCNCC1=CC(=CC=C1)C {2-[(9R)-9-(3-methylphenyl)-6-oxaspiro[4.5]decan-9-yl]ethyl}[(3-methylphenyl)methyl]amine